FC1=C(C(=CC=C1)C)C1=C2C=CN(C(C2=CN=C1)=O)CC=1N=C2N(C=C(C=C2)C)C1 5-(2-fluoro-6-methylphenyl)-2-((6-methylimidazo[1,2-a]pyridin-2-yl)methyl)-2,7-naphthyridin-1(2H)-one